NC1CCN(CC1)CCCOC=1C(OC2=CC(=CC=C2C1)Br)=O (3-(4-Aminopiperidin-1-yl)propoxy)-7-bromo-2H-chromen-2-one